C1NCC12C[C@H](CC2)N2CCOCC2 (S)-4-(2-azaspiro[3.4]octan-6-yl)morpholine